CCCCCCCCCC(=O)O[C@@H]1[C@H]([C@]2([C@@H](C=C(C[C@@]3([C@H]2C=C(C3=O)C)O)CO)[C@H]4[C@@]1(C4(C)C)OC(=O)CCCCCCCCC)O)C The molecule is a phorbol ester that is phorbol in which the hydroxy groups at the cyclopropane ring juction (position 13) and the adjacent carbon (position 12) have been converted to the corresponding decanoate esters. A Trpv4-specific ligand. It has a role as a TRPV4 agonist. It is a phorbol ester, a decanoate ester, a tertiary alpha-hydroxy ketone, a diester and a primary allylic alcohol.